5-[1-(5-amino-2-pyridyl)-3-(trifluoromethyl)pyrazol-4-yl]-N-[3-chloro-4-[4-[(3S)-4,4-dimethylmorpholin-4-ium-3-carbonyl]piperazine-1-carbonyl]phenyl]-1-methyl-imidazole-2-carboxamide NC=1C=CC(=NC1)N1N=C(C(=C1)C1=CN=C(N1C)C(=O)NC1=CC(=C(C=C1)C(=O)N1CCN(CC1)C(=O)[C@H]1[N+](CCOC1)(C)C)Cl)C(F)(F)F